C(#N)CC(C(=O)N1CCOC2=C(C1)C=NC=C2C#N)(C)C 4-(3-cyano-2,2-dimethyl-propanoyl)-3,5-dihydro-2H-pyrido[3,4-f][1,4]oxazepine-9-carbonitrile